CN(CCOC=1N=C(SC1C(=O)OCC)C)C Ethyl 4-(2-(dimethylamino)ethoxy)-2-methylthiazole-5-carboxylate